(5-Bromo-3-(deuteroethynyl)pyrazin-2-yl)carbamate BrC=1N=C(C(=NC1)NC([O-])=O)C#C[2H]